FC1=C2NC(C(=NC2=CC=C1CN1C[C@H]2COCC3=C(N2CC1)C=CC(=N3)C(=O)NC)C)=O (S)-3-((5-Fluoro-2-methyl-3-oxo-3,4-dihydroquinoxalin-6-yl)methyl)-N-methyl-1,2,3,4,4a,5-hexahydro-7H-pyrazino[2,1-c]pyrido[3,2-e][1,4]oxazepine-9-carboxamide